C(#N)C=1C2=C(SC1N(C(=O)C1=CC=CC3=CC=CC=C13)CC=1C=NC=CC1)CCCC2 N-(3-cyano-4,5,6,7-tetrahydrobenzo[b]thiophen-2-yl)-N-(pyridin-3-ylmethyl)-1-naphthamide